C1(CCCC1)CCC=O 3-cyclopentyl-propane-1-one